N-[(4S)-3,4-dihydro-2H-chromen-4-yl]-8-[(3S)-3-methylmorpholin-4-yl]-4-(morpholin-4-yl)quinoline-3-carboxamide O1CC[C@@H](C2=CC=CC=C12)NC(=O)C=1C=NC2=C(C=CC=C2C1N1CCOCC1)N1[C@H](COCC1)C